COC1=C(C(=CC=C1)OC)C1=CC(=NN1C1=C(C=C(C=C1)SCCCN(CCCNC)C)C(C)C)C=1OC(C2(N1)C1CC3CC(CC2C3)C1)=O 2'-(5-(2,6-dimethoxyphenyl)-1-(2-isopropyl-4-((3-(methyl(3-(methylamino)propyl)amino)propyl)thio)phenyl)-1H-pyrazol-3-yl)-5'H-spiro[adamantane-2,4'-oxazol]-5'-one